OCC1CCC(CC1)NC(=O)C=1OC2=C(C1)C=C(C=C2C2=C(C=CC=C2)OCC(F)(F)F)OC N-[4-(hydroxymethyl)cyclohexyl]-5-methoxy-7-[2-(2,2,2-trifluoroethoxy)phenyl]benzofuran-2-carboxamide